2-(3-(9,9-dimethyl-9H-fluoren-2-yl)phenyl)-4,6-diphenylpyrimidine CC1(C2=CC=CC=C2C=2C=CC(=CC12)C=1C=C(C=CC1)C1=NC(=CC(=N1)C1=CC=CC=C1)C1=CC=CC=C1)C